C1(=CC=C(C=C1)C=1OCCN1)C=1OCCN1 1,4-phenylene-bis-oxazoline